BrC=1C=C(C=C(C1OC)Br)C(=O)N1C2=C(OC(C1)C)C=NN2C (3,5-dibromo-4-methoxyphenyl)(1,5-dimethyl-5,6-dihydropyrazolo[4,3-b][1,4]oxazin-7(1H)-yl)methanone